dilauryl-tin dilaurate C(CCCCCCCCCCC)(=O)[O-].C(CCCCCCCCCCC)(=O)[O-].C(CCCCCCCCCCC)[Sn+2]CCCCCCCCCCCC